CN(C=1C(=CC(=CC1)N)N)C N,N-dimethylbenzene-1,2,4-triamine